C(C)(=O)O[C@H](CC)[C@H]1O[C@H]([C@@H](C1)OC(C)=O)N1C=2N=C(NC(C2N(C1=O)CC#C)=O)NC(C)=O (R)-1-((2S,4R,5R)-5-(2-acetamido-6,8-dioxo-7-(prop-2-yn-1-yl)-1,6,7,8-tetrahydro-9H-purin-9-yl)-4-acetoxytetrahydrofuran-2-yl)propyl acetate